CN1CCC(CC1)C(=O)NC1=CC=C2C(=N1)NC=C2C2=CC=1N(C=C2)N=CC1C(=O)N1CCCCC1 1-methyl-N-(3-(3-(piperidine-1-carbonyl)pyrazolo[1,5-a]pyridin-5-yl)-1H-pyrrolo[2,3-b]pyridin-6-yl)piperidine-4-carboxamide